C(C)(C)(C)OC(=O)N1CC(N(CC1)C1=NC=CC(=C1)Br)=O 4-(4-bromopyridin-2-yl)-3-oxopiperazine-1-carboxylic acid tert-butyl ester